COCN1N=CC=C1 1-(methoxymethyl)-1H-pyrazole